FC(C(=O)NC=1C=C2C(=NC1)N(C=C2C#CC=2SC(=CC2)C(F)(F)F)C)=C 2-Fluoro-N-(1-methyl-3-((5-(trifluoromethyl)thiophen-2-yl)ethynyl)-1H-pyrrolo[2,3-b]pyridin-5-yl)acrylamide